ClC1=NC=C(C(=C1)CC(C)C)[Si](C)(C)C 2-chloro-4-isobutyl-5-(trimethylsilyl)pyridine